1-((1S,4S)-5-(4-((4-((3,3-difluorocyclobutyl)methoxy)-2,3-difluorophenyl)amino)pyrido[3,2-d]pyrimidin-6-yl)-2,5-diazabicyclo[2.2.1]heptan-2-yl)prop-2-en-1-one FC1(CC(C1)COC1=C(C(=C(C=C1)NC=1C2=C(N=CN1)C=CC(=N2)N2[C@@H]1CN([C@H](C2)C1)C(C=C)=O)F)F)F